5-[4-[(3S)-1-(3-fluoropropyl)pyrrolidin-3-yl]oxyphenyl]-6-(4-hydroxyphenyl)-8,9-dihydro-7H-benzo[7]annulen-3-ol FCCCN1C[C@H](CC1)OC1=CC=C(C=C1)C1=C(CCCC2=C1C=C(C=C2)O)C2=CC=C(C=C2)O